N-((1S,3R)-3-(1H-indazol-3-yl)cyclohexyl)-4-(oxetan-3-yloxy)-5-(trifluoromethyl)pyrimidin-2-amine N1N=C(C2=CC=CC=C12)[C@H]1C[C@H](CCC1)NC1=NC=C(C(=N1)OC1COC1)C(F)(F)F